COC=1C=NNC1S(=O)(=O)N(CC1=CC=C(C=C1)OC)CC1=CC=C(C=C1)OC 4-methoxy-N,N-bis(4-methoxybenzyl)-1H-pyrazole-5-sulfonamide